2-pyridyl-(2-ethoxy) ethyl sulfide C(C)SOC(C)C1=NC=CC=C1